CC1=C(C(=CC(=C1)C#CC)C)C1=C(CC2(CCN(CC2)C(=O)OC(C)(C)C)CC1=O)OC tert-butyl 9-(2,6-dimethyl-4-prop-1-ynyl-phenyl)-8-methoxy-10-oxo-3-azaspiro[5.5]undec-8-ene-3-carboxylate